N1=CNC2=NC=CC(=C21)C=2C=NN(C2)C2=CC=C(C=N2)C(C(F)(F)F)(O)C2CCCCC2 1-(6-(4-(3H-imidazo[4,5-b]pyridin-7-yl)-1H-pyrazol-1-yl)pyridin-3-yl)-1-cyclohexyl-2,2,2-trifluoroethanol